[3-(difluoromethyl)phenyl]methanamine hydrochloride Cl.FC(C=1C=C(C=CC1)CN)F